C(#N)C=1C(=C(C(=C(C1C1=NC(=CC=C1)C1=CC=CC=C1)N1C2=CC=CC=C2C=2C=C(C=CC12)C#N)N1C2=CC=CC=C2C=2C=C(C=CC12)C#N)N1C2=CC=CC=C2C=2C=C(C=CC12)C#N)N1C2=CC=CC=C2C=2C=C(C=CC12)C#N 9,9',9'',9'''-(5-cyano-6-(6-phenylpyridin-2-yl)benzene-1,2,3,4-tetrayl)tetrakis(9H-carbazole-3-carbonitrile)